BrC=1N=C(SC1C(C)N(C(OC(C)(C)C)=O)C)C tert-butyl (1-(4-bromo-2-methylthiazol-5-yl)ethyl)(methyl)carbamate